(E)-2-(5-(cyclopropylmethyl)-3-(3-(2-cyclopropylvinyl)-4-fluorophenyl)-4-(3-fluoro-4-sulfamoylbenzyl)-1H-pyrazol-1-yl)thiazole-4-carboxylic acid C1(CC1)CC1=C(C(=NN1C=1SC=C(N1)C(=O)O)C1=CC(=C(C=C1)F)\C=C\C1CC1)CC1=CC(=C(C=C1)S(N)(=O)=O)F